C(C1=CC=CC=C1)OC=1C=C2CCN(C(C2=CC1OC)\C=C\C1=C(C=C(C(=C1)OCC1=CC=NC=C1)OC)C)C(=O)OC(C)(C)C tert-Butyl 6-(benzyloxy)-7-methoxy-1-[(E)-2-{4-methoxy-2-methyl-5-[(pyridin-4-yl)methoxy]phenyl}ethenyl]-3,4-dihydroisoquinoline-2(1H)-carboxylate